2-(2-fluoroethyl)-N-(6-(1-methyl-5-(piperidin-1-ylmethyl)-1H-pyrazol-4-yl)isoquinolin-3-yl)-2-azaspiro[3.3]heptane-6-carboxamide FCCN1CC2(C1)CC(C2)C(=O)NC=2N=CC1=CC=C(C=C1C2)C=2C=NN(C2CN2CCCCC2)C